C(C)(C)(C)OC(=O)N1CC(NCC1)C(=O)O 4-(t-Butoxycarbonyl)piperazine-2-carboxylic acid